C(C)OC=1C(=CC(=NC1)NC(C)=O)NC1=NC(=C(C=C1)C1=NN(C=C1)C)OC N-(5-ethoxy-4-((6-methoxy-5-(1-methyl-1H-pyrazol-3-yl)pyridin-2-yl)amino)pyridin-2-yl)acetamide